(Z)-2-bromo-4-(2-bromo-3,3-difluoroprop-1-en-1-yl)-N,N-dimethylaniline BrC1=C(N(C)C)C=CC(=C1)\C=C(\C(F)F)/Br